tert-butyl (S)-2-(hydroxymethyl)-4-(spiro[2.5]oct-5-en-6-ylmethylene)pyrrolidine-1-carboxylate OC[C@H]1N(CC(C1)=CC1=CCC2(CC2)CC1)C(=O)OC(C)(C)C